C(C)N(CC)C1=C(C2=CC=CC=C2C=C1)S(=O)(=O)O N,N-diethylamino-1-naphthalenesulfonic acid